C(C)N1C(C2=NC(=CC=C2C1=O)NC1=NC=C(C(=C1)N[C@H](CO)C1=CC=CC=C1)C=1OC(=NN1)C=1C=NC=CC1)(C)C (S)-6-ethyl-2-((4-((2-hydroxy-1-phenylethyl)amino)-5-(5-(pyridin-3-yl)-1,3,4-oxadiazol-2-yl)pyridin-2-yl)amino)-7,7-dimethyl-6,7-dihydro-5H-pyrrolo[3,4-b]pyridin-5-one